ClC1=CC=C(C=C1)SCC=1N=C2N(C=CC(=C2)C2=NOC(=N2)C(F)(F)F)C1 3-(2-(((4-chlorophenyl)thio)methyl)imidazo[1,2-a]pyridin-7-yl)-5-(trifluoromethyl)-1,2,4-oxadiazole